Ethylmalonat C(C)C(C(=O)[O-])C(=O)[O-]